C(C=C)(=O)O.C(C)C=CCC ethyl-butene acrylate